ClC1=C(C=CC=C1F)[C@@H]1N(OCC1)C1=CC(=NC=N1)NC=1C(=CC(=C(C1)NC(C=C)=O)N(C)CCN(C)C)OC N-(5-((6-((R)-3-(2-chloro-3-fluorophenyl)isoxazolidine-2-yl)pyrimidine-4-yl)amino)-2-((2-(dimethylamino)ethyl)(methyl)amino)-4-methoxyphenyl)acrylamide